2,6-Difluoro-N-{1-[(4-iodo-2-methylphenyl)methyl]-1H-pyrazol-3-yl}benzamide FC1=C(C(=O)NC2=NN(C=C2)CC2=C(C=C(C=C2)I)C)C(=CC=C1)F